FC1(CN(CC1)C=1SC(=CN1)C(=O)N1CC2(C1)CCOCC2)F (2-(3,3-difluoropyrrolidin-1-yl)thiazol-5-yl)(7-oxa-2-azaspiro[3.5]non-2-yl)methanone